1,4-dimercapto-2-butyne dilithium salt [Li].[Li].SCC#CCS